C(CCC)(=O)O.C1(CCCCC1)C1(CC=C(C=C1)C1CCCCC1)C1=CC=CC=C1 1,4-dicyclohexyl-biphenyl r-butyrate